BrC1=NC(=C2N1CCCC2)C(=O)OCC ethyl 3-bromo-5,6,7,8-tetrahydroimidazo[1,5-a]pyridine-1-carboxylate